FC(OC1=CC=C(C=C1)C=1N=C2C(=NC1)N=C(S2)N)(F)F 6-(4-(trifluoromethoxy)phenyl)thiazolo[4,5-b]pyrazin-2-amine